α-methyl-γ-valerolactone CC1C(=O)OC(C1)C